FC1=C(C=CC=C1CC=1C(OC2=CC(=CC=C2C1C)OC1=NC=CC=C1F)=O)NS(=O)(=O)C N-[2-fluoro-3-[[7-[(3-fluoro-2-pyridyl)oxy]-4-methyl-2-oxo-chromen-3-yl]methyl]phenyl]methanesulfonamide